O1CC[C@H]2NC(C[C@H]21)C(=O)O (3aR,6aR)-3,3a,4,5,6,6a-hexahydro-2H-furo[3,2-b]pyrrole-5-carboxylic acid